CCCCOC(=O)C1=CC=CC=C1C(=O)OCCCC Dibutyl o-phthalate